IC1=CN(C=2N=CN=C(C21)N)C 5-iodo-7-methyl-7H-pyrrolo[2,3-d]Pyrimidine-4-amine